t-butyl N-methyl-carbamate acetate C(C)(=O)O.CNC(OC(C)(C)C)=O